CC=1C2=CN(N=C2C2=C(C1)OC(=C2C(F)(F)F)C(=O)OCC)CC2=CC=NC=C2 ethyl 4-methyl-2-[(pyridin-4-yl)methyl]-8-(trifluoromethyl)-2H-furo[2,3-g]indazole-7-carboxylate